(R)-2-((3,5-dimethylphenyl)seleno)-1-phenylethan-1-ol CC=1C=C(C=C(C1)C)[Se]C[C@H](O)C1=CC=CC=C1